F[C@@H]1[C@H](CN(CC1)C(=O)OC(C)(C)C)NC(C1=C(C=C(C(=C1)[N+](=O)[O-])NCC1(CC1)F)F)=O tert-butyl (3S,4S)-4-fluoro-3-(2-fluoro-4-(((1-fluorocyclopropyl)methyl)amino)-5-nitrobenzamido)piperidine-1-carboxylate